3-(hydroxymethyl)cyclohexylacetic acid OCC1CC(CCC1)CC(=O)O